{3-[di(ethoxyethyl)amino]propyl}trimethoxysilane C(C)OCCN(CCC[Si](OC)(OC)OC)CCOCC